C(C)(C)C1=C(C(=CC(=C1)C(C)C)C(C)C)C=1C=C(C=C(C1)C1=C(C=C(C=C1C(C)C)C(C)C)C(C)C)O 3,5-di(2,4,6-triisopropylphenyl)phenol